FC=1C=C(C=CC1F)C1CCN(CC1)C1=CC(=NN1)C1=CC=NC=C1 4-(3,4-Difluorophenyl)-1-(3-(pyridin-4-yl)-1H-pyrazol-5-yl)piperidin